C12(CC(C1)C2)CC(C(NC2=CC=C1C(=C2)NC(C12CCOCC2)=O)=O)NC(=O)C=2N(N=CC2)C N-{3-(Bicyclo[1.1.1]pentan-1-yl)-1-oxo-1-[(2-oxospiro[1H-indole-3,4'-oxane]-6-yl)amino]-propan-2-yl}-2-methylpyrazole-3-carboxamide